FC1(CCC(CC1)NC1=NC(=NC(=C1)C)N1N=C(C=C1)C#N)F 1-(4-((4,4-difluorocyclohexyl)amino)-6-methylpyrimidin-2-yl)-1H-pyrazole-3-carbonitrile